(((2-Bromo-5-(2,2-difluoropropyl)-1,3-phenylene)bis(oxy))bis(methylene))-dibenzene BrC1=C(C=C(C=C1OCC1=CC=CC=C1)CC(C)(F)F)OCC1=CC=CC=C1